O1C(=CC2=C1C=CC=C2)C=2C=C(C=CC2)C2=NC(=CC1=C2[C@H](NC1)CCO[Si](C1=CC=CC=C1)(C1=CC=CC=C1)C(C)(C)C)C(=O)OCC ethyl (R)-4-(3-(benzofuran-2-yl)phenyl)-3-(2-((tert-butyldiphenylsilyl)oxy)ethyl)-2,3-dihydro-1H-pyrrolo[3,4-c]pyridine-6-carboxylate